tert-butyl 3-[(6-amino-5-methyl-1H-indazol-1-yl)methyl]azetidine-1-carboxylate NC1=C(C=C2C=NN(C2=C1)CC1CN(C1)C(=O)OC(C)(C)C)C